(7-allylphenanthr-2-yl)boric acid C(C=C)C1=CC=C2C=3C=CC(=CC3C=CC2=C1)OB(O)O